methyl (R)-6-chloro-3-((1-(2-cyano-3-(3,3-difluoropyrrolidin-1-yl)-7-methylquinoxalin-5-yl)ethyl)amino)picolinate ClC1=CC=C(C(=N1)C(=O)OC)N[C@H](C)C1=C2N=C(C(=NC2=CC(=C1)C)C#N)N1CC(CC1)(F)F